2-[[(1R)-1-(6-fluoro-3-methyl-4-oxo-2-tetrahydropyran-4-yl-quinazolin-8-yl)ethyl]amino]benzoic acid FC=1C=C2C(N(C(=NC2=C(C1)[C@@H](C)NC1=C(C(=O)O)C=CC=C1)C1CCOCC1)C)=O